OC1=C(C=C(C=C1)CCC(C(C(CCC1=CC(=C(C=C1)O)OC)=O)CC1=CC=C(C=C1)OC)=O)OC 1,7-bis(4-hydroxy-3-methoxyphenyl)-4-(4-methoxybenzyl)heptane-3,5-dione